N-(1-cyanocyclopropyl)-3-(5'-(methylsulfonamido)spiro[cyclohexane-1,3'-indoline]-1'-carbonyl)benzenesulfonamide C(#N)C1(CC1)NS(=O)(=O)C1=CC(=CC=C1)C(=O)N1CC2(C3=CC(=CC=C13)NS(=O)(=O)C)CCCCC2